C(C)(C)(C)C=1N=C(NC1)CN1CC2(C1)CNC2 2-[(4-tert-butyl-1H-imidazol-2-yl)methyl]-2,6-diazaspiro[3.3]heptane